rac-(3aR,5r,6aS)-5-benzyl-2-(2-(4-fluorophenyl)-2-hydroxyethyl)octahydrocyclopenta[c]pyrrol-5-ol C(C1=CC=CC=C1)C1(C[C@@H]2[C@@H](CN(C2)CC(O)C2=CC=C(C=C2)F)C1)O |r|